(E)-1-(2-(2-((2,6-dimethyl-4-(trifluoromethyl)phenyl)imino)-9,10-dimethoxy-4-oxo-6,7-dihydro-2H-pyrimido[6,1-a]isoquinolin-3(4H)-yl)ethyl)urea CC1=C(C(=CC(=C1)C(F)(F)F)C)\N=C/1\N(C(N2C(C3=CC(=C(C=C3CC2)OC)OC)=C1)=O)CCNC(=O)N